FC(C=1C=C(C=C(C1)C(F)(F)F)C1=NN(C=N1)/C=C(/C(=O)N)\C=1C=NC(=CC1)Cl)(F)F (E)-3-(3-(3,5-bis-(trifluoromethyl)-phenyl)-1H-1,2,4-triazol-1-yl)-2-(6-chloropyridin-3-yl)acrylamide